2-(bicyclo[2.2.2]octan-1-yl)-4-bromo-5-nitroindazole C12(CCC(CC1)CC2)N2N=C1C=CC(=C(C1=C2)Br)[N+](=O)[O-]